methyl 2-methyl-2-[1-methyl-4-(4,4,5,5-tetramethyl-1,3,2-dioxaborolan-2-yl)-1H-pyrazol-3-yl]propanoate CC(C(=O)OC)(C)C1=NN(C=C1B1OC(C(O1)(C)C)(C)C)C